2,3-dichloro-5-trifluoromethylaniline ClC1=C(N)C=C(C=C1Cl)C(F)(F)F